N=1NC(=C2C1CSC2)N 2,6-dihydro-4H-thieno[3,4-c]pyrazol-3-amine